(2R,3S,4R,5R)-5-(4-aminopyrrolo[2,1-f][1,2,4]triazin-7-yl)-5-cyano-4-hydroxy-2-((2-phenylacetoxy)methyl)tetrahydrofuran-3-yl isobutyrate C(C(C)C)(=O)O[C@@H]1[C@H](O[C@@]([C@@H]1O)(C#N)C1=CC=C2C(=NC=NN21)N)COC(CC2=CC=CC=C2)=O